BrC(C1=CC(=C(C=C1)C)F)[2H] 4-(bromomethyl-d)-2-fluoro-1-methylbenzene